N1C=NC2=C1C=CC(=C2)N2C([C@H]([C@H]2C2=C(C=C(C=C2)N2C=NC(=C2)C(F)(F)F)C)C2CC2)=O (3S,4S)-1-(1H-benzo[d]imidazol-5-yl)-3-cyclopropyl-4-(2-methyl-4-(4-(trifluoromethyl)-1H-imidazol-1-yl)phenyl)azetidin-2-one